ammonium butane CCCC.[NH4+]